ClC=1C=C(OCC(=O)O)C=C(C1CC1=C(C(=C(C=C1)O)C(C)C)F)C=C 2-(3-chloro-4-(2-fluoro-4-hydroxy-3-isopropylbenzyl)-5-vinylphenoxy)acetic acid